NC=1C2=C(N=CN1)N(C(=C2C=2C=NC(=CC2)N2N=CC(=C2)C)C2=CC=C(C=C2)NC(C(=C)C)=O)C N-(4-(4-amino-7-methyl-5-(6-(4-methyl-1H-pyrazol-1-yl)pyridin-3-yl)-7H-pyrrolo[2,3-d]pyrimidin-6-yl)phenyl)methacrylamide